The molecule is a hexahydroxyflavanone that is the 2,3-dihydro derivative of myricetin. It is a hexahydroxyflavanone, a 3',5'-dihydroxyflavanone, a secondary alpha-hydroxy ketone, a member of 4'-hydroxyflavanones and a member of dihydroflavonols. It derives from a myricetin. C1=C(C=C(C(=C1O)O)O)C2C(C(=O)C3=C(C=C(C=C3O2)O)O)O